BrC=1C=C(C(N(C1)C)=O)NC=1N=NN(C1)CC(F)(F)F 5-bromo-1-methyl-3-((1-(2,2,2-trifluoroethyl)-1H-1,2,3-triazol-4-yl)amino)pyridin-2(1H)-one